N-[(3S)-1-(8-methylpyrrolo[1,2-a]pyrazin-1-yl)pyrrolidin-3-yl]-5-phenyl-pyrimidine-2-carboxamide CC=1C=CN2C1C(=NC=C2)N2C[C@H](CC2)NC(=O)C2=NC=C(C=N2)C2=CC=CC=C2